Pyridoindolone C1=CC2=C(C=CC3=CC(=O)N=C32)N=C1